tert-butyl 3-[3-[3-[1-(2,4-dichlorophenyl)cyclopropyl]-1,2,4-oxadiazol-5-yl]-5-(difluoromethyl)pyrazol-1-yl]propanoate ClC1=C(C=CC(=C1)Cl)C1(CC1)C1=NOC(=N1)C1=NN(C(=C1)C(F)F)CCC(=O)OC(C)(C)C